FC1=C(C=CC(=C1)C=1C=NN(C1)C1OCCCC1)N1CCC(CC1)C(=O)N1CC2=CC=CC=C2C1 (1-(2-fluoro-4-(1-(tetrahydro-2H-pyran-2-yl)-1H-pyrazol-4-yl)phenyl)piperidin-4-yl)(isoindolin-2-yl)methanone